N1(CCC1)C1=CC=2OCC[C@H]3N(C2N=C1)CCNC3 (R)-3-(azetidin-1-yl)-6,7,7a,8,10,11-hexahydro-9H-pyrazino[1,2-d]pyrido[3,2-b][1,4]oxazepin